Oct-7-enoic acid C(CCCCCC=C)(=O)O